2-chloro-N,N-dimethyl-6-(3-((S or R)-3,3,3-trifluoro-2-hydroxy-2-(3-methoxyphenyl)propanoyl)-3-azaspiro[5.5]undecan-9-yloxy)nicotinamide ClC1=C(C(=O)N(C)C)C=CC(=N1)OC1CCC2(CCN(CC2)C([C@](C(F)(F)F)(C2=CC(=CC=C2)OC)O)=O)CC1 |o1:23|